C(C)(C)C=1C=C2C=3[C@@H](CCCC3N(C2=CC1)S(=O)(=O)C1=CC=C(C)C=C1)N[S@](=O)C(C)(C)C (R)-N-((R)-6-isopropyl-9-p-toluenesulfonyl-2,3,4,9-tetrahydro-1H-carbazol-4-yl)-2-methylpropan-2-sulfinamide